O=C1NCCCCC1NC(=O)C1=CC=CC(=N1)OCC(=O)OC(C)(C)C tert-Butyl 2-(6-((2-oxoazepan-3-yl)carbamoyl)pyridin-2-yl)oxyacetate